1-(4-(3-(4-amino-7-(1H-pyrazol-3-yl)-1H-imidazo[4,5-d]thieno[3,2-b]pyridin-2-yl)propyl)piperazin-1-yl)ethanone NC1=C2C(=C3C(=N1)C=C(S3)C3=NNC=C3)NC(=N2)CCCN2CCN(CC2)C(C)=O